2-[4-(4-Bromo-1-methyl-1H-pyrazole-3-carbonyl)-piperazin-1-yl]-1-naphthalen-2-yl-ethanone BrC=1C(=NN(C1)C)C(=O)N1CCN(CC1)CC(=O)C1=CC2=CC=CC=C2C=C1